(S)-(3-((6-(2-chloro-3,5-difluorophenyl)-4-((3-(trifluoromethyl)-phenyl)sulfonyl)-3,4-dihydro-2H-benzo[b][1,4]oxazin-2-yl)methyl)oxetan-3-yl)methanol ClC1=C(C=C(C=C1F)F)C1=CC2=C(O[C@H](CN2S(=O)(=O)C2=CC(=CC=C2)C(F)(F)F)CC2(COC2)CO)C=C1